FC1=C(C=CC(=C1)F)C1=NN(C=C1C=1C2=C(N=CN1)C=C(C(=N2)NC(=O)C21CC(C2)C1)OC)C N-(4-(3-(2,4-difluorophenyl)-1-methyl-1H-pyrazol-4-yl)-7-methoxypyrido[3,2-d]pyrimidin-6-yl)bicyclo[1.1.1]pentane-1-carboxamide